tertbutyl 2-(hydroxymethyl)azetidine-1-carboxylate OCC1N(CC1)C(=O)OC(C)(C)C